[Zn].[Hf] hafnium zinc